CC1(OB(OC1(C)C)C1=CC=C(CN2C(CCCC2)=O)C=C1)C 1-[4-(4,4,5,5-tetramethyl-1,3,2-dioxaborolan-2-yl)benzyl]piperidin-2-one